CN1C=NC2=C1C=C(C=C2)\C=C\2/N=C(NC2=O)NC2=NC=CC=C2 (4Z)-4-[(3-methylbenzimidazol-5-yl)methylene]-2-(2-pyridylamino)-1H-imidazol-5-one